ClC1=C(C=C(C=C1OC)OC)C1=CC2=C(N=C(N=C2)NC2=CC=C(C=C2)CN2CCN(CC2)CC)N2C1=NN=C2 6-(2-chloro-3,5-dimethoxyphenyl)-N-(4-((4-ethylpiperazin-1-yl)meth-yl)phenyl)-[1,2,4]triazolo[4',3':1,6]pyrido[2,3-d]pyrimidin-2-amine